6-ethylsulfonyl-1,3-dimethyl-5-[1-methyl-5-(trifluoromethyl-sulfanyl)benzimidazol-2-yl]imidazo[4,5-b]pyridin-2-one C(C)S(=O)(=O)C=1C=C2C(=NC1C1=NC3=C(N1C)C=CC(=C3)SC(F)(F)F)N(C(N2C)=O)C